CC1(OC(C2=C(O1)C=C1C=CC=CC1=C2)=O)C 2,2-dimethyl-4H-naphtho[2,3-d][1,3]dioxin-4-one